CC1=NOC(=C1C=1C=C2C(=NC1)C(=CN2C(C2=NC=CC=C2)(C2=NC=CC=C2)F)C2=CC=C(C(=O)O)C=C2)C 4-(6-(3,5-dimethylisoxazol-4-yl)-1-(fluorodi(pyridin-2-yl)methyl)-1H-pyrrolo[3,2-b]pyridin-3-yl)benzoic acid